C(\C=C\C1=CC(O)=C(O)C=C1)(=O)O.C(C)C1=CC=CC=C1 ethyl-benzene caffeate